FCCCN1[C@H](CCC1)C (2S,3R)-1-(3-fluoropropyl)-2-methylpyrrolidin